6-Bromo-3-(2-oxopropoxy)furo[3,2-b]pyridine-2-carboxylic acid BrC=1C=C2C(=NC1)C(=C(O2)C(=O)O)OCC(C)=O